4-bromo-3-chloro-5-fluoro-benzoyl chloride BrC1=C(C=C(C(=O)Cl)C=C1F)Cl